ClC1=C(C=C(OCC(=O)NC23CC(C2)(C3)NC3=CC=CC(=N3)N3C(C=CC=C3)=O)C=C1)F 2-(4-chloro-3-fluorophenoxy)-N-{3-[(2-oxo-2H-[1,2'-bipyridin]-6'-yl)amino]bicyclo[1.1.1]pent-1-yl}acetamide